(2R)-2-[(4-amino-3,5-dichloro-6-fluoro-2-pyridinyl)oxy]tetrahydrofuran-2-yl-acrylic acid methyl ester COC(C(=C)[C@]1(OCCC1)OC1=NC(=C(C(=C1Cl)N)Cl)F)=O